(1S,3R,4S)-4-amino-3-azido-N,N-dimethylcyclohexylcarboxamide N[C@@H]1[C@@H](C[C@H](CC1)C(=O)N(C)C)N=[N+]=[N-]